(S)-N-[7-chloro-6-[4-((3S,4S)-4-fluoro-3-methyl-tetrahydrofuran-3-yl)piperazin-1-yl]-3-isoquinolinyl]-2-tetrahydropyran-4-yl-cyclopropanecarboxamide ClC1=C(C=C2C=C(N=CC2=C1)NC(=O)[C@@H]1C(C1)C1CCOCC1)N1CCN(CC1)[C@]1(COC[C@H]1F)C